(S)-1-((2-(difluoromethyl)-6-(6,7-dihydro-5H-cyclopenta[b]pyridin-4-yl)pyridin-3-yl)oxy)-2,4-dimethylpentan-2-amine FC(C1=NC(=CC=C1OC[C@](CC(C)C)(N)C)C1=C2C(=NC=C1)CCC2)F